ClC=1C=C(C=CC1)N1N=CC(=C1)[C@@H](C(=O)NC1=NNC(=C1)C1CC1)CC (S)-2-(1-(3-chlorophenyl)-1H-pyrazol-4-yl)-N-(5-cyclopropyl-1H-pyrazol-3-yl)butanamide